OC1=C(C2=C(N(C1=O)CC1=NOC(=N1)C1=CC=CC=C1)C=CS2)C(=O)O 6-hydroxy-5-oxo-4-[(5-phenyl-1,2,4-oxadiazol-3-yl)methyl]-4,5-dihydrothieno[3,2-b]pyridine-7-carboxylic acid